COC1=C(C=C(C=C1C1=NC=CC=N1)CCOCC1=CC=CC(=N1)NC(O)=O)[N+](=O)[O-] (6-((2-(4-Methoxy-3-nitro-5-(pyrimidin-2-yl)phenyl)ethoxy)methyl)pyridin-2-yl)carbamic acid